5-methyl-N-[[tetrahydro-4-(4-methoxyphenyl)-2H-pyran-4-yl]methyl]-[1,2,4]triazolo[1,5-a]pyrimidin-7-amine CC1=NC=2N(C(=C1)NCC1(CCOCC1)C1=CC=C(C=C1)OC)N=CN2